FC=1C=C(C=CC1)[C@@H]([C@H]1CC[C@](N1C(=O)OC(C)(C)C)(C)CC1CCC(CC1)OC)O tert-butyl (2R,5R)-5-((S)-(3-fluorophenyl)(hydroxy)methyl)-2-(((1r,4R)-4-methoxy-cyclohexyl)methyl)-2-methylpyrrolidine-1-carboxylate